tert-butyl (2-(2-(4-((2-(difluoromethyl)-2H-tetrazol-5-yl)(phenyl)methyl)piperazine-1-carbonyl)pyridin-4-yl)benzo[d]oxazol-5-yl)carbamate FC(N1N=C(N=N1)C(N1CCN(CC1)C(=O)C1=NC=CC(=C1)C=1OC2=C(N1)C=C(C=C2)NC(OC(C)(C)C)=O)C2=CC=CC=C2)F